N12CCCC(CC1)(C2)C(C2=CC(=C(N=N2)C2=C(C=C(C=C2)C(F)(F)F)O)C)O 2-(6-((1-azabicyclo[3.2.1]oct-5-yl)(hydroxy)methyl)-4-methylpyridazin-3-yl)-5-(trifluoromethyl)phenol